3-fluoro-5-[(3-oxo-8-azaspiro[4.5]dec-8-yl)sulfonyl]benzonitrile FC=1C=C(C#N)C=C(C1)S(=O)(=O)N1CCC2(CC(CC2)=O)CC1